3-((tert-butyldimethylsilyl)oxy)-2,6,6,9-tetramethyl-6H-benzo[c]chromen-8-ol [Si](C)(C)(C(C)(C)C)OC1=C(C=C2C3=C(C(OC2=C1)(C)C)C=C(C(=C3)C)O)C